C(=O)[O-].C(C)(C)(C)[NH2+][C@@H]1CC[C@H](CC1)CC=O trans-tert-butyl-(4-(2-oxoethyl)cyclohexyl)ammonium formate